C1(CCCCC1)C1(C(C=CC=C1)C)C(=O)O.BrC=1C=C(C=CC1)NC1=NC=NC2=CC(=CC=C12)C(=O)NCCCCCCNC=1C2=CC=CC=C2N=C2CCCCC12 4-((3-bromophenyl)amino)-N-(6-((1,2,3,4-tetrahydroacridin-9-yl)amino)hexyl)quinazoline-7-carboxamide 2-cyclohexyl-toluate